C(#N)C=1C=C2C(=NC1)N(C=C2)C2=CC(=C(C=N2)C2=NN=C(S2)N2CC1(C2)CCN(CC1)C(=O)OC(C)(C)C)NC tert-butyl 2-(5-(6-(5-cyano-1H-pyrrolo[2,3-b]pyridin-1-yl)-4-(Methylamino)pyridin-3-yl)-1,3,4-thiadiazol-2-yl)-2,7-diazaspiro[3.5]nonane-7-carboxylate